1-(tetrahydropyranyloxy)-4,7-decadiyne O1C(CCCC1)OCCCC#CCC#CCC